F[C@@H]1CN(C[C@H](C1)NC1=NC=CC(=N1)C1=C(N=C(S1)C)OC=1C(=NC(=CC1)NS(=O)(=O)CC(F)(F)F)OC)C(=O)OC(C)(C)C tert-butyl (3S,5S)-3-fluoro-5-[[4-[4-[[2-methoxy-6-(2,2,2-trifluoroethylsulfonylamino)-3-pyridyl]oxy]-2-methyl-thiazol-5-yl]pyrimidin-2-yl]amino]piperidine-1-carboxylate